O=C1NC(C(N1)(C1=CC=C(C=C1)C)CCC(=O)O)=O 3-(2,5-Dioxo-4-p-tolyl-imidazolidin-4-yl)-propionic acid